ClC=1C(=NC(=NC1)NC1=C(C=C(C(=C1)C)C=1C[C@@H](N[C@@H](C1)C1CC1)C1CC1)OC(C)C)NC1=C(C=CC=C1)S(=O)(=O)C(C)C 5-chloro-N2-(4-((cis)-2,6-dicyclopropyl-1,2,3,6-tetrahydropyridin-4-yl)-2-isopropoxy-5-methylphenyl)-N4-(2-(isopropylsulfonyl)phenyl)pyrimidine-2,4-diamine